Cl.C(#C)C1=CC=C(O1)C1=CN=C2N1CCNC2 3-(5-ethynylfuran-2-yl)-5,6,7,8-tetrahydroimidazo[1,2-a]pyrazine hydrochloride